α-amino-m-toluic acid NCC1=CC(=CC=C1)C(=O)O